3-((2-(piperazin-1-yl)phenyl)amino)-5H-naphtho[1,8-cd]isothiazol-5-one 1,1-dioxide N1(CCNCC1)C1=C(C=CC=C1)NC1=CC(C2=CC=CC3=C2C1=NS3(=O)=O)=O